CN(C1=CC=C(C=C1)C1=CC(=NC(=C1)C1=CC=CC=C1)C1=C(C=CC=C1)OCCCCCCCC)C N,N-dimethyl-4-[2-[2-(octyloxy)phenyl]-6-phenyl-4-pyridinyl]-aniline